FC1=CC=C(C=C1)C=1N(C(=CN1)C)CC1=C(C=CC=C1)OC 2-(4-fluorophenyl)-1-(2-methoxybenzyl)-5-methyl-1H-imidazole